ClC1C=2N(CC(C1)(C[2H])C[2H])N=C(C2C2=C1C(=NC=C2)NN=C1)C1=NC=C(C=C1)F 4-(4-chloro-2-(5-fluoropyridin-2-yl)-6,6-bis(methyl-d)-4,5,6,7-tetrahydropyrazolo[1,5-a]pyridin-3-yl)-1H-pyrazolo[3,4-b]Pyridine